3-(4-chloro-1-oxo-6-(((5-(spiro[3.3]heptan-2-yl)-1,3,4-oxadiazol-2-yl)amino)methyl)isoindolin-2-yl)piperidine-2,6-dione ClC1=C2CN(C(C2=CC(=C1)CNC=1OC(=NN1)C1CC2(C1)CCC2)=O)C2C(NC(CC2)=O)=O